ClCC(C(=O)[O-])O 3-chlorolactate